tert-butyl (2-(5-fluoro-1H-indol-3-yl)ethyl)carbamate FC=1C=C2C(=CNC2=CC1)CCNC(OC(C)(C)C)=O